C(=O)(OCC1C2=CC=CC=C2C2=CC=CC=C12)[C@@](C(=O)O)(C1(C(C1)CN)C(=O)OC(C)(C)C)N (S)-2-Fmoc-amino-2-(1-Boc-aminomethyl-cyclopropyl)acetic acid